ethyl 2-chloro-5-fluoro-3-[[1-(trifluoromethyl)cyclopropyl]methoxy]benzoate ClC1=C(C(=O)OCC)C=C(C=C1OCC1(CC1)C(F)(F)F)F